1,2,3,4,5,6-hexakis(2-cyanoethoxy)hexane C(#N)CCOCC(C(C(C(COCCC#N)OCCC#N)OCCC#N)OCCC#N)OCCC#N